C1=C(C=CC2=CC=CC=C12)OCCCCCCCC(C(=O)O)=C 7-(naphthalen-2-yloxy)heptylacrylic acid